4-(3-(1-imidazolyl)propylaminomethyl)phenylboronic acid pinacol ester N1(C=NC=C1)CCCNCC1=CC=C(C=C1)B1OC(C)(C)C(C)(C)O1